FC=1C=CC(=C(C(=O)N2[C@@H](COCC2)C)C1)C=1C=2N(C=C(C1)C1CN(C1)[C@H](C(C)C)CCCN1CCN(CC1)C)C(=NC2)C (3R)-4-[5-fluoro-2-(3-methyl-6-{1-[(3S)-2-methyl-6-(4-methylpiperazin-1-yl)hexan-3-yl]azetidin-3-yl}imidazo[1,5-a]pyridin-8-yl)benzoyl]-3-methylmorpholine